C(C)(C)(C)C=1C=C(N=NC1C1=C(C=C(C=C1)C#C)O)NC(CNC)=O N-(5-(tert-butyl)-6-(4-ethynyl-2-hydroxyphenyl)pyridazin-3-yl)-2-(methylamino)acetamide